3-(piperidin-4-yl)-1-tosyl-1H-indazole hydrochloride Cl.N1CCC(CC1)C1=NN(C2=CC=CC=C12)S(=O)(=O)C1=CC=C(C)C=C1